C12ON(C(C=C1)CC2)C(=O)C2=C(C=CC=C2)O (2-oxa-3-azabicyclo[2.2.2]oct-5-en-3-yl)(2-hydroxyphenyl)methanone